5-[(5'S,7a'R)-3-fluoro-3'-oxo-5'-phenyltetrahydro-1H,3'H-spiro[piperidine-4,2'-pyrrolo[2,1-b][1,3]oxazol]-1-yl][1,2,4]triazolo[1,5-a]pyridine-8-carbonitrile FC1CN(CCC12C(N1[C@H](O2)CC[C@H]1C1=CC=CC=C1)=O)C1=CC=C(C=2N1N=CN2)C#N